C1(CC1)C1=C(C(=NO1)C1=C(C=CC=C1Cl)Cl)CO[C@H]1[C@@H]2C(N([C@H](C1)C2)C2=CC=C(C=C2)CCC(=O)O)=O 3-[4-[(1S,4R,5R)-5-[[5-cyclopropyl-3-(2,6-dichlorophenyl)-1,2-oxazol-4-yl]methoxy]-3-oxo-2-azabicyclo[2.2.1]heptan-2-yl]phenyl]propanoic acid